FC1=CC=C(C=C1)N(C(=O)OC1=C(C=C(C=C1C(F)(F)F)C(F)(F)F)C=1N=NN(C1)CCOCCOCCC(=O)O)C 3-(2-(2-(4-(2-(((4-fluorophenyl)(methyl)carbamoyl)oxy)-3,5-bis(trifluoromethyl)phenyl)-1H-1,2,3-triazol-1-yl)ethoxy)ethoxy)propanoic acid